C(CCCCCCC\C=C/CCCCCCCC)NC(CCC(C(NCCCCCCCC\C=C/CCCCCCCC)=O)OC(CCCN(C)C)=O)=O.ClC1=NC(=NC(=C1)NN)SC 4-Chloro-6-hydrazino-2-(methylthio)pyrimidine [4-[[(Z)-octadec-9-enyl]amino]-1-[[(Z)-octadec-9-enyl]carbamoyl]-4-oxo-butyl]4-(dimethylamino)butanoate